2-(3-Chlorophenyl)-2,2-difluoro-1-phenylethyl ((2S)-3-cyclopentyl-1-(((2S)-4-(cyclopropylamino)-3-hydroxy-4-oxo-1-((S)-2-oxopyrrolidin-3-yl)butan-2-yl)amino)-1-oxopropan-2-yl)carbamate C1(CCCC1)C[C@@H](C(=O)N[C@@H](C[C@H]1C(NCC1)=O)C(C(=O)NC1CC1)O)NC(OC(C(F)(F)C1=CC(=CC=C1)Cl)C1=CC=CC=C1)=O